tert-butyl (6-chloro-3-methoxypyrazin-2-yl)carbamate ClC1=CN=C(C(=N1)NC(OC(C)(C)C)=O)OC